trans-6-(4-chloro-3-fluorophenyl)-5-fluoro-3-(3-(pyridin-4-yl)-1H-pyrazol-5-yl)-1,3-oxazinan-2-one ClC1=C(C=C(C=C1)[C@H]1[C@@H](CN(C(O1)=O)C1=CC(=NN1)C1=CC=NC=C1)F)F